5-((1-(4-(2-(2-Aminopyridin-3-yl)-5-phenyl-3H-imidazo[4,5-b]pyridin-3-yl)benzyl)piperidin-4-yl)amino)nicotinonitrile NC1=NC=CC=C1C1=NC=2C(=NC(=CC2)C2=CC=CC=C2)N1C1=CC=C(CN2CCC(CC2)NC=2C=NC=C(C#N)C2)C=C1